(2R,6S)-6-((4-bromophenoxy)methyl)-2-methyl-2-(((3-methyloxetan-3-yl)oxy)methyl)-1,4-dioxan BrC1=CC=C(OC[C@@H]2COC[C@@](O2)(COC2(COC2)C)C)C=C1